ClC=1C=C(C=CC1F)C(C=1NC(=C(N1)S(=O)(=O)C)C)OCC1=CC=C(C=C1)C 2-((3-chloro-4-fluorophenyl)((4-methylbenzyl)oxy)methyl)-5-methyl-4-(methylsulfonyl)-1H-imidazole